CC1=NN(C(C1C(=O)NC1=CC(=CC=C1)CC(C)=O)=O)C1=CC=CC=C1 3-methyl-5-oxo-N-(3-(2-oxopropyl)phenyl)-1-phenyl-4,5-dihydro-1H-pyrazole-4-carboxamide